phenethyl-(methyl)methoxysilane C(CC1=CC=CC=C1)[SiH](OC)C